4-(2-bromo-3-chloro-6-hydroxyphenyl)-1-(3-hydroxypropyl)pyrrolidin-2-one BrC1=C(C(=CC=C1Cl)O)C1CC(N(C1)CCCO)=O